NC=1C(=C(OCCCC(=O)OC(C)(C)C)C(=CC1)\C=C\C(=O)OCC)F tert-butyl (E)-4-(3-amino-6-(3-ethoxy-3-oxoprop-1-en-1-yl)-2-fluorophenoxy)butanoate